BrC1=C(C(=C(O[Si](C)(C)C(C)(C)C)C(=C1[2H])[2H])[2H])[2H] (4-bromophenoxy-2,3,5,6-d4)(tert-butyl)dimethyl-silane